(S)-4-(4-((6-((1-acryloylpiperidin-4-yl)amino)-7-methoxyquinazolin-4-yl)amino)-3-fluorophenoxy)-N-(1,1,1-trifluoropropan-2-yl)picolinamide C(C=C)(=O)N1CCC(CC1)NC=1C=C2C(=NC=NC2=CC1OC)NC1=C(C=C(OC2=CC(=NC=C2)C(=O)N[C@H](C(F)(F)F)C)C=C1)F